COP(OC)(=O)C(C(C)=O)C(C1=CC=C(C=C1)CC)N [1-(1-amino-1-p-ethylphenylmethyl)-2-oxopropyl]phosphonic acid dimethyl ester